1,6-diaza-1-(4-bromobutyl)bicyclo[4.4.0]decan-1-ium BrCCCC[N+]12CCCCN2CCCC1